Cl.N1C=C(C2=CC=CC=C12)C(=O)N 1H-indole-3-carboxamide hydrochloride